C(C)N1CCC(CC1)S(=O)(=O)N ethyl-4-piperidinesulfonamide